N1-phenyl-cyclobutane-1,3-diamine C1(=CC=CC=C1)NC1CC(C1)N